ClC1=C(C=2N(C=C1)C=NC2CNCC=2N=NN(C2)CC=2N=C1N(C=C(C=C1C(=O)OC)C1CC1)C2)F methyl 2-((4-((((7-chloro-8-fluoroimidazo[1,5-a]pyridin-1-yl) methyl) amino) methyl)-1H-1,2,3-triazol-1-yl) methyl)-6-cyclopropylimidazo[1,2-a]pyridine-8-carboxylate